Diisobutylmethylene(cyclopentadienyl)(fluorenyl)hafnium dichloride [Cl-].[Cl-].C(C(C)C)C(CC(C)C)=[Hf+2](C1=CC=CC=2C3=CC=CC=C3CC12)C1C=CC=C1